N-(1-(2-fluoroethyl)-3-(6-(1-hydroxybutyl)-4-methylpyridin-3-yl)-2-oxo-1,2-dihydro-1,6-naphthyridin-7-yl)cyclopropanecarboxamide FCCN1C(C(=CC2=CN=C(C=C12)NC(=O)C1CC1)C=1C=NC(=CC1C)C(CCC)O)=O